(2R,3S,4R,5R)-2-(Acetoxymethyl)-5-(2-amino-6-chloro-8-oxo-7,8-dihydro-9H-purin-9-yl)tetrahydrofuran-3,4-diacetic acid C(C)(=O)OC[C@@H]1O[C@H]([C@@H]([C@@H]1CC(=O)O)CC(=O)O)N1C2=NC(=NC(=C2NC1=O)Cl)N